FC1=CC(=CC2=CC=3C[C@@](CCC3N=C12)(C(C)C)F)C(=O)N[C@H](CCN1CCOCCC1)C=1C=NC(=CC1)C1=CN=NC=C1 (7S)-4,7-difluoro-7-isopropyl-N-[(1R)-3-(1,4-oxazepan-4-yl)-1-(6-pyridazin-4-yl-3-pyridyl)propyl]-6,8-dihydro-5H-acridine-2-carboxamide